C(C1=CC=CC=C1)C=1N(C=2C(=C3CC[C@@H](NC3=CC2)C)N1)CCN1CCS(CC1)(=O)=O (7S)-2-Benzyl-3-[2-(1,1-dioxo-1λ6-thiomorpholin-4-yl)ethyl]-7-methyl-3H,6H,7H,8H,9H-imidazo[4,5-f]chinolin